C(C)OCC1(CCN(CC1)CC1=CC2=C(NC(O2)=O)C=C1)CCC1=CC=CC=C1 6-((4-(ethoxymethyl)-4-phenethylpiperidin-1-yl)methyl)benzo[d]oxazol-2(3H)-one